5-[(5-chloro-2-fluoro-pyrimidin-4-yl)amino]-3-[(3R)-3-hydroxybutyl]-1-methyl-benzimidazol-2-one ClC=1C(=NC(=NC1)F)NC1=CC2=C(N(C(N2CC[C@@H](C)O)=O)C)C=C1